4-(4-acryloyl-piperazin-1-yl)-6-chloro-8-fluoro-7-(5-methyl-1H-indazol-4-yl)quinazoline-2-carbonitrile C(C=C)(=O)N1CCN(CC1)C1=NC(=NC2=C(C(=C(C=C12)Cl)C1=C2C=NNC2=CC=C1C)F)C#N